5-fluoro-3-(difluoromethyl)-3-methyl-1H-pyrazole-4-carboxamide FC1=C(C(NN1)(C)C(F)F)C(=O)N